CN(C(=O)C1=CC2=C(OCCC(N2C)=O)C=C1)C1=CC=NC=C1 N,5-dimethyl-4-oxo-N-(pyridin-4-yl)-2,3,4,5-tetrahydrobenzo[b][1,4]oxazepine-7-carboxamide